NC1(CCNCC1)C(=O)O 4-amino-4-carboxy-piperidine